COC=1C(=CC=2C3=C(C=NC2C1)N=NN3CC3=CC=C(C=C3)S(=O)(=O)N)OC 4-((7,8-Dimethoxy-1H-[1,2,3]triazolo[4,5-c]quinolin-1-yl)methyl)benzenesulfonamide